(1s,3s)-3-(2-(trifluoromethoxy)pyridin-3-yl)cyclobutanol FC(OC1=NC=CC=C1C1CC(C1)O)(F)F